C(C=C)(=O)NCCC[N+](C)(C)CC(=O)OC(C)(C)C 3-acrylamido-N-(2-(tert-butoxy)-2-oxoethyl)-N,N-dimethylpropan-1-aminium